CNC=1N=CC(=C2C=CN=CC12)C1=NN2C(C=CC(=C2)N2CCOCC2)=N1 8-(methylamino)-5-(6-morpholino-[1,2,4]triazolo[1,5-a]pyridin-2-yl)-2,7-naphthyridin